O=C1NC(CCC1N1C2=C(OCC1=O)C(=CC=C2)C2CCN(CC2)CC(=O)OC(C)(C)C)=O tert-butyl 2-(4-(4-(2,6-dioxopiperidin-3-yl)-3-oxo-3,4-dihydro-2H-benzo[b][1,4]oxazin-8-yl)piperidin-1-yl)acetate